(4-chloro-2-fluorobenzofuran-7-yl)methane-d2-ol ClC1=CC=C(C2=C1C=C(O2)F)C(O)([2H])[2H]